OCNC(C=C)=O N-(hydroxymethyl)prop-2-enamide